(s)-1-(5-(4-chlorophenyl)-4,5-dihydro-1H-pyrazol-1-yl)-2,2-dimethylpropan-1-one ClC1=CC=C(C=C1)[C@@H]1CC=NN1C(C(C)(C)C)=O